trans-4-((3-(1-Cyclopropyl-1H-pyrazol-4-yl)phenyl)((trans-4-(4-methoxy-3-methylphenyl)cyclohexyl)methyl)carbamoyl)cyclohexyl cyclopropylcarbamate C1(CC1)NC(O[C@@H]1CC[C@H](CC1)C(N(C[C@@H]1CC[C@H](CC1)C1=CC(=C(C=C1)OC)C)C1=CC(=CC=C1)C=1C=NN(C1)C1CC1)=O)=O